3-(4-(2-(Methoxymethoxy)-4-(trifluoromethyl)phenyl)-6,7-dihydro-5H-cyclopenta[d]pyridazine-1-carbonyl)piperidine-1-carboxylic acid tert-butyl ester C(C)(C)(C)OC(=O)N1CC(CCC1)C(=O)C=1N=NC(=C2C1CCC2)C2=C(C=C(C=C2)C(F)(F)F)OCOC